C(C1=CC=CC=C1)OC1=C(C(=C2C[C@@H](N(C2=C1)C(=O)OC(C)(C)C)CNCCC(C)C)F)N(C(C(F)(F)F)=O)CC(=O)OC(C)(C)C tert-butyl (2R)-6-(benzyloxy)-5-[(2-tert-butoxy-2-oxoethyl)(trifluoroacetyl)amino]-4-fluoro-2-{[(3-methylbutyl)amino]methyl}-2,3-dihydro-1H-indole-1-carboxylate